FC=1C=CC(=C(CN2C(N(CC(C2)C(=O)N(C)C)C2=CC(=C(C=C2)OC)OCCCCC)=O)C1)OC 1-(5-fluoro-2-methoxybenzyl)-3-(4-methoxy-3-(pentyloxy)phenyl)-N,N-dimethyl-2-oxohexahydro-pyrimidine-5-carboxamide